4-(2-(Methyl-(2,2,6,6-tetramethylpiperidin-4-yl)amino)-5H-isochromeno[3,4-d]thiazol-7-yl)pyridin-2-ol CN(C=1SC2=C(N1)OCC=1C=C(C=CC12)C1=CC(=NC=C1)O)C1CC(NC(C1)(C)C)(C)C